O1CCOC2=C1C=CC(=C2)CC(=O)NCC(C2=CC=CC=C2)N(C)C 2-(2,3-dihydro-1,4-benzodioxin-6-yl)-N-[2-(dimethylamino)-2-phenyl-ethyl]acetamide